C(C)OC(=O)C1C(C2=C(CC(O2)(N)N)C(=C1)OC1COCC1)=NC(C)=O 7-acetyliminodiamino-4-((tetrahydrofuran-3-yl)oxy)-2,3-dihydrobenzofuran-6-carboxylic acid ethyl ester